3-(((2-(2,6-dioxopiperidin-3-yl)-1,3-dioxoisoindolin-4-yl)oxy)methyl)cyclobutane-1-carbaldehyde O=C1NC(CCC1N1C(C2=CC=CC(=C2C1=O)OCC1CC(C1)C=O)=O)=O